ethyl 2-[2-[(tert-butoxycarbonyl)amino]ethyl]-1-oxoisoquinoline-7-carboxylate C(C)(C)(C)OC(=O)NCCN1C(C2=CC(=CC=C2C=C1)C(=O)OCC)=O